CC[C@H](C)[C@H](C/C=C/C(C)C[C@H]([C@@H](CC)C(=O)[O-])O)OC The molecule is the conjugate base of methoxymycolic acid type-2 (VIII). A class of mycolic acids characterized by the presence of a proximal alkenyl group with a trans C=C double bond and a distal (CH-CH3)-(CHO-CH3) fragment of (S,S) stereochemistry in the meromycolic chain.